NC1=C(C(=NC=N1)OC1=CC(=C(C=C1)NC(=O)NC1=CC(=NN1C1=CC=CC=2OCOCC21)C(C)(C)C)F)C#N 1-(4-((6-amino-5-cyanopyrimidin-4-yl)oxy)-2-fluorophenyl)-3-(1-(benzo[d][1,3]dioxan-5-yl)-3-(tert-butyl)-1H-pyrazol-5-yl)urea